1-(4-(3-((4-(Anilino)phenyl)amino)-1,4,5,6,8-pentazaacenaphthylen-5(1H)-yl)piperidin-1-yl)prop-2-en-1-one N(C1=CC=CC=C1)C1=CC=C(C=C1)NC=1C2=CNC=3N=CN=C(N(N1)C1CCN(CC1)C(C=C)=O)C32